OC=1C=C(C=CC1)/C=C/C(=O)C1=CC=C(C=C1)NC(=O)NC(C)C 1-[4-[(E)-3-(3-Hydroxyphenyl)prop-2-enoyl]phenyl]-3-propan-2-ylurea